CC/C=C\\C/C=C\\C/C=C\\C/C=C\\CCCCCCCCC(=O)CC(=O)SCCNC(=O)CCNC(=O)[C@@H](C(C)(C)COP(=O)([O-])OP(=O)([O-])OC[C@@H]1[C@H]([C@H]([C@@H](O1)N2C=NC3=C(N=CN=C32)N)O)OP(=O)([O-])[O-])O The molecule is a 3-oxo-fatty acyl-CoA(4-) arising from deprotonation of the phosphate and diphosphate functions of (12Z,15Z,18Z,21Z)-3-oxotetracosatetraenoyl-CoA. It is a 3-oxo-fatty acyl-CoA(4-) and a very long-chain 3-oxoacyl-CoA(4-). It is a conjugate base of a (12Z,15Z,18Z,21Z)-3-oxotetracosatetraenoyl-CoA.